FC(CC(CO)O)(C(C(C(C(C(C(C(F)(F)F)(F)F)(F)F)(F)F)(F)F)(F)F)(F)F)F 2,2,3,3,4,4,5,5,6,6,7,7,8,8,9,9,9-heptadecafluorononylethylene glycol